5-(3-(ethylcarbamoyl)phenyl)-N-isopropylfuran-2-carboxamide C(C)NC(=O)C=1C=C(C=CC1)C1=CC=C(O1)C(=O)NC(C)C